9,10-difluoro-2,3,6,11-tetrahydrobenzo[5,6]thiepino[3,2-g]benzofuran-6-ol FC1=C(C2=C(C(C3=C(C4=C(CCO4)C=C3)SC2)O)C=C1)F